CN1N=C(C(=C1)C=1C=C(C=NC1)[C@@H](C)NC(C1=C(C=CC(=C1)N1CCN(CC1)C)C)=O)C N-[(1R)-1-[5-(1,3-Dimethylpyrazol-4-yl)-3-pyridyl]ethyl]-2-methyl-5-(4-methylpiperazin-1-yl)benzamide